C(C)C1C(CN(CC1)C(=O)OC(C)(C)C)C=1OC(=CN1)C=1C=NC(=CC1)OC tert-butyl 4-ethyl-3-[5-(6-methoxy-3-pyridyl)oxazol-2-yl]piperidine-1-carboxylate